5-hydroxy-8-isopropyl-2-(methylsulfanyl)pyrido[2,3-d]pyrimidin-7-one OC1=CC(N(C=2N=C(N=CC21)SC)C(C)C)=O